3-mercaptopropyl-(methyl)(diethoxy)silane methyl-(4R)-6-(bromomethyl)-4-(2-chlorophenyl)-2-thiazol-2-yl-1,4-dihydropyrimidine-5-Carboxylate COC(=O)C=1[C@@H](N=C(NC1CBr)C=1SC=CN1)C1=C(C=CC=C1)Cl.SCCC[Si](OCC)(OCC)C